1-((S)-2-((1R,4aS,4bR,6aR,8R,10aS,10bR,12aS)-8-hydroxy-8,12a-dimethyloctadecahydrochrysen-1-yl)propyl)-1H-pyrazole-4-carbonitrile O[C@]1(C[C@H]2CC[C@H]3[C@@H]4CCC[C@@H]([C@]4(CC[C@@H]3[C@H]2CC1)C)[C@@H](CN1N=CC(=C1)C#N)C)C